B(F)(F)F.C=1NC=C2C=CC=CC12 isoindole boron trifluoride